C1(CCCC1)OC1=NC=CC=C1C1=CC(=C(C(=C1)F)CCCCC(=O)O)F 5-[4-(2-Cyclopentyloxy-3-pyridyl)-2,6-difluoro-phenyl]pentanoic acid